ClC=1C=C(C(=O)OC)C(=CN1)N(C)C methyl 2-chloro-5-(dimethylamino)isonicotinate